N1(C=NC=2C1=C1C(=NC2)NC=C1)C=1C=NN(C1)CCCC#N 4-(4-(Imidazolo[4,5-d]pyrrolo[2,3-b]pyridin-1(6H)-yl)-1H-pyrazol-1-yl)butyronitrile